FC1=CC=C(OC2CN(C2)C(=O)C2=C(OC=3N=CN=C(C32)NC3(CC3)C)C)C=C1 5-[3-(4-fluorophenoxy)azetidine-1-carbonyl]-6-methyl-N-(1-methylcyclopropyl)furo[2,3-d]pyrimidin-4-amine